N-(1-cyclopropyl-2-hydroxyethyl)-3-(5''-(methylsulfonamido)dispiro[cyclopropane-1,1'-cyclohexane-4',3''-indoline]-1''-carbonyl)benzenesulfonamide C1(CC1)C(CO)NS(=O)(=O)C1=CC(=CC=C1)C(=O)N1CC2(C3=CC(=CC=C13)NS(=O)(=O)C)CCC1(CC2)CC1